1-pentyl-glycerol C(CCCC)OCC(O)CO